FC1=C(OCCOCCOCCNC(OC(C)(C)C)=O)C(=CC=C1F)C=1N=C(SC1)N1CCOCC1 Tert-butyl (2-(2-(2-(2,3-difluoro-6-(2-morpholinothiazol-4-yl)phenoxy)ethoxy) ethoxy)ethyl)carbamate